Cl.Cl.Cl.OC=1C=C(C[C@H](N)C(=O)O)C=CC1O 3,4-dihydroxyphenylalanine Tris-HCl